C1(CC1)C1CCC(CC1)C=O (1s,4s)-4-cyclopropylcyclohexane-carbaldehyde